BrC1=C(N)C=CC(=C1)S(F)(F)(F)(F)F 2-bromo-4-(pentafluoro-lambda6-sulfanyl)aniline